N-((5-(4-fluorophenyl)-3-(1-methyl-1H-pyrazol-3-yl)-6-oxo-1,6-dihydropyridin-2-yl)methyl)-acrylamide FC1=CC=C(C=C1)C1=CC(=C(NC1=O)CNC(C=C)=O)C1=NN(C=C1)C